ClC1=CC(=C(OC=2C=C(C=C(C2)C)C=2C3=C(C(N(C2)C)=O)NC(=C3)C(=O)NCCC(F)(F)F)C(=C1)C)C 4-(3-(4-chloro-2,6-dimethylphenoxy)-5-methylphenyl)-6-methyl-7-oxo-N-(3,3,3-trifluoropropyl)-6,7-dihydro-1H-pyrrolo[2,3-c]pyridine-2-carboxamide